CC1=CC=C(C=C1)S(=O)(=O)OC[C@@H]1OCC[C@H]1O ((2S,3R)-3-hydroxytetrahydrofuran-2-yl)methyl 4-methylbenzenesulfonate